C(C)(C)(C)OC(=O)N[C@H](C(=O)N[C@H](C(=O)OCC)CC1=CC=C(C=C1)F)CC1=NC2=C(N1C)C=CC(=C2)[N+](=O)[O-] Ethyl (2S)-2-[[(2S)-2-(tert-butoxycarbonylamino)-3-(1-methyl-5-nitro-benzimidazol-2-yl)propanoyl]amino]-3-(4-fluorophenyl)propanoate